2,3-dihydro-1H-imidazo[2,1-e]pyrazole-2-carboxamide N1C(CN2N=CC=C21)C(=O)N